O=C1NC(CCC1NC(C1=CC(=CC=C1)N1CC(C1)CO)=O)=O N-(2,6-dioxopiperidin-3-yl)-3-(3-(hydroxymethyl)azetidin-1-yl)benzamide